C1(CC1)OC1=NN(C=C1NC=O)[C@@H](C(F)F)C |r| racemic-N-(3-cyclopropoxy-1-(1,1-difluoropropan-2-yl)-1H-pyrazol-4-yl)carboxamide